methyl 1-[4-[3-[3-methyl-4-[[(1R)-1-phenylethoxy]carbonylamino]isoxazol-5-yl] azetidin-1-yl]phenyl]cyclopropanecarboxylate CC1=NOC(=C1NC(=O)O[C@H](C)C1=CC=CC=C1)C1CN(C1)C1=CC=C(C=C1)C1(CC1)C(=O)OC